5-(azetidin-3-ylmethyl)-3-(4-(benzyloxy)phenyl)-1,2,4-oxadiazole trifluoroacetate salt FC(C(=O)O)(F)F.N1CC(C1)CC1=NC(=NO1)C1=CC=C(C=C1)OCC1=CC=CC=C1